1,2,4-triphenylbutane-1,4-dione C1(=CC=CC=C1)C(C(CC(=O)C1=CC=CC=C1)C1=CC=CC=C1)=O